ClC1=CC=C(S1)SCC(=O)O [(5-chlorothiophen-2-yl)sulfanyl]acetic acid